(S)-4-(((1H-benzo[d]imidazol-2-yl)methyl)(5,6,7,8-tetrahydroquinolin-8-yl)amino)-N-hydroxybutyramide N1C(=NC2=C1C=CC=C2)CN(CCCC(=O)NO)[C@H]2CCCC=1C=CC=NC21